2-amino-6-hydroxynicotinic acid methyl ester COC(C1=C(N=C(C=C1)O)N)=O